α-ethylproline C(C)[C@@]1(NCCC1)C(=O)O